5-Ethoxy-6-(1-{4-methoxy-5-[4-(trifluoromethyl)phenoxy]pyridine-2-carbonyl}piperidin-4-yl)pyridazin-3-amine C(C)OC=1C=C(N=NC1C1CCN(CC1)C(=O)C1=NC=C(C(=C1)OC)OC1=CC=C(C=C1)C(F)(F)F)N